(2S)-4,4-difluoro-2-(4-fluorophenyl)-N-{4-[6-methyl-3-(pyridin-2-yl)-1H-pyrrolo[3,2-b]pyridin-2-yl]pyridin-2-yl}butanamide FC(C[C@H](C(=O)NC1=NC=CC(=C1)C1=C(C2=NC=C(C=C2N1)C)C1=NC=CC=C1)C1=CC=C(C=C1)F)F